3-[2-alpha-naphthyl-2-oxoethyl]-1-methylimidazole C1(=CC=CC2=CC=CC=C12)C(CN1CN(C=C1)C)=O